(1-((2-(trimethylsilyl)ethoxy)methyl)-1,5,6,7-tetrahydropyrano[3,2-c]pyrazol-6-yl)methanol C[Si](CCOCN1N=CC2=C1CC(CO2)CO)(C)C